N-(4-(3-amino-7-(5-methyl-4,5,6,7-tetrahydropyrazolo[1,5-a]pyrazin-2-yl)-1H-pyrazolo[4,3-c]pyridin-4-yl)benzyl)-5-fluoro-2-methoxybenzamide NC1=NNC2=C1C(=NC=C2C2=NN1C(CN(CC1)C)=C2)C2=CC=C(CNC(C1=C(C=CC(=C1)F)OC)=O)C=C2